C(C1=CC=CC=C1)(C1=CC=CC=C1)NCCCC(CN)C N'-benzhydryl-2-methyl-1,5-pentanediamine